(S)-tert-butyl 3-(2-chlorophenyl)-1-(6-methoxypyridin-3-yl)-1-oxopropan-2-ylcarbamate ClC1=C(C=CC=C1)C[C@@H](C(=O)C=1C=NC(=CC1)OC)NC(OC(C)(C)C)=O